F[C@@H]1[C@H](CNCC1)NC1=CC=CC(=N1)C1=CN=C2N1C=C(N=C2)N2S(CCCC2)(=O)=O 2-(3-(6-(((3S,4S)-4-fluoropiperidin-3-yl)amino)pyridin-2-yl)imidazo[1,2-a]pyrazin-6-yl)-1,2-thiazinane 1,1-dioxide